NC(CC(CCCCCN)C)C 1,8-diamino-1,3-dimethyloctane